(R or S)-2-(2-(3,3-difluorotetrahydro-2H-pyran-4-yl)-2H-pyrazolo[3,4-b]pyrazin-6-yl)-3-methyl-5-(trifluoromethyl)phenol FC1(COCC[C@H]1N1N=C2N=C(C=NC2=C1)C1=C(C=C(C=C1C)C(F)(F)F)O)F |o1:6|